4-amino-1,3-dihydrofuro[3,4-c][1,7]Naphthyridine-8-carbonyl chloride hydrochloride Cl.NC1=NC=2C=NC(=CC2C2=C1COC2)C(=O)Cl